O=C1CC2(C1)CN(C2)C2=NC=CC(=N2)COC2=CC=C(C=C2)C(C)(C)C2=CC=C(C(=O)NC=1C=C3C(N(C(C3=CC1)=O)C1C(NC(CC1)=O)=O)=O)C=C2 4-(2-(4-((2-(2-oxo-6-azaspiro[3.3]heptane-6-yl)pyrimidin-4-yl)methoxy)phenyl)propane-2-yl)-N-(2-(2,6-dioxopiperidin-3-yl)-1,3-dioxoisoindoline-5-yl)benzamide